tert-butyl 4-(7-bromo-2,6,8-trifluoroquinazolin-4-yl)piperazine-1-carboxylate BrC1=C(C=C2C(=NC(=NC2=C1F)F)N1CCN(CC1)C(=O)OC(C)(C)C)F